(±)-Trans-3-(4-(4-(((cyclopentyl(methyl)carbamoyl)oxy)methyl)-3-methylisoxazol-5-yl)phenoxy)cyclopentane-1-carboxylic Acid C1(CCCC1)N(C(=O)OCC=1C(=NOC1C1=CC=C(O[C@@H]2C[C@H](CC2)C(=O)O)C=C1)C)C |r|